CC=1N=C2C(NC(=NC2=NC1)N1CCN(CC1)C)=O 6-methyl-2-(4-methylpiperazin-1-yl)-3H-pteridin-4-one